C(=O)(N=C=S)C1=CC(=C(OCC(=O)OC(C)(C)C)C=C1)OC tert-butyl 2-(4-carbonisothiocyanatidoyl-2-methoxy-phenoxy)acetate